6-((4-chloro-2-fluorobenzyl)oxy)-3'-methyl-[2,4'-bipyridin]-2'(1'H)-one ClC1=CC(=C(COC2=CC=CC(=N2)C2=C(C(NC=C2)=O)C)C=C1)F